(S or R)-1-cyclobutyl-6-methylpiperazine-2,3-dione C1(CCC1)N1C(C(NC[C@@H]1C)=O)=O |o1:9|